N-[2-(4-formylcyclohexyl)-6-methoxy-indazol-5-yl]-4-(trifluoromethyl)thiazole-2-carboxamide C(=O)C1CCC(CC1)N1N=C2C=C(C(=CC2=C1)NC(=O)C=1SC=C(N1)C(F)(F)F)OC